C(C=CC1=CC=CC=C1)(=O)[O-].C(C=CC1=CC=CC=C1)(=O)[O-].C(CCC)[Sn+2]CCCC dibutyltin biscinnamate